trans-4-(8'-chloro-4'H,6'H-spiro[1,3-dioxolane-2,5'-[1,2,4]triazolo[4,3-a][1]benzazepine]-1'-yl)-N-(4-methoxybenzyl)-N-methylcyclohexylamine ClC=1C=CC2=C(CC3(CC=4N2C(=NN4)[C@@H]4CC[C@H](CC4)N(C)CC4=CC=C(C=C4)OC)OCCO3)C1